NC(CNC1=NC(=C2C(=N1)N(N=C2)C([2H])([2H])[2H])NC(C)(C)C)C2=CC=CC=C2 N6-(2-amino-2-phenyl-ethyl)-N4-tert-butyl-1-(trideuteriomethyl)pyrazolo[3,4-d]pyrimidine-4,6-diamine